isopropyl-phenyl-silandiol C(C)(C)[Si](O)(O)C1=CC=CC=C1